2-((((di-tert-butoxyphosphoryl)oxy)methoxy)carbonyl)benzoic acid C(C)(C)(C)OP(=O)(OC(C)(C)C)OCOC(=O)C1=C(C(=O)O)C=CC=C1